Cl.FC1(CCNCC1)CN1CCC(CC1)N1C=CC=2C1=CN=CC2N2C(NC(CC2)=O)=O 1-(1-(1-((4-Fluoropiperidin-4-yl)methyl)piperidin-4-yl)-1H-pyrrolo[2,3-c]pyridin-4-yl)dihydropyrimidine-2,4(1H,3H)-dione hydrochloride